COC1=CC=CC=C1 (4-methoxy)-benzene